FC=1C(=NC(=NC1)C1=CN(C2=NC=C(C=C21)F)S(=O)(=O)C2=CC=C(C)C=C2)N[C@H]2CN(CCC2)C(=O)OC(C)(C)C tert-butyl (R)-3-((5-fluoro-2-(5-fluoro-1-tosyl-1H-pyrrolo[2,3-b]pyridin-3-yl)pyrimidin-4-yl)amino)piperidine-1-carboxylate